COC1=CC=C(C(=O)NC2=CC=C(C=C2)N2CCN(CC2)C=2C(=NC=CC2)OC)C=C1 4-Methoxy-N-{4-[4-(2-methoxypyridin-3-yl)piperazin-1-yl]phenyl}benzamid